5-(4-methoxyquinazolin-6-yl)-N-(2-methyl-2-azaspiro[3.3]heptan-6-yl)pyrrolo[2,1-f][1,2,4]triazin-2-amine COC1=NC=NC2=CC=C(C=C12)C=1C=CN2N=C(N=CC21)NC2CC1(CN(C1)C)C2